N-[(1S)-5-{[6-(4-fluoropyrazol-1-yl)-3-nitropyridin-2-yl]amino}-2,3-dihydro-1H-inden-1-yl]acetamide FC=1C=NN(C1)C1=CC=C(C(=N1)NC=1C=C2CC[C@@H](C2=CC1)NC(C)=O)[N+](=O)[O-]